4-benzyl-5,5-dimethyloxazolidin-2-one C(C1=CC=CC=C1)C1NC(OC1(C)C)=O